2-pyridinethiol-1-oxide zinc salt [Zn].[N+]=1(C(=CC=CC1)S)[O-]